NC=1C=C2C\C(\C(C2=CC1)=O)=C/C=1C=CC=2N(C3=CC=CC=C3C2C1)CC (E)-5-amino-2-((9-ethyl-9H-carbazol-3-yl)methylene)-2,3-dihydro-1H-inden-1-one